ClC=1C(=C(C=CC1)C1=NN=C(S1)CNC(=O)C=1N=NN(C1)C=1C(=NC(=CC1)C)C)F N-((5-(3-chloro-2-fluorophenyl)-1,3,4-thiadiazol-2-yl)methyl)-1-(2,6-dimethylpyridin-3-yl)-1H-1,2,3-triazole-4-carboxamide